3,3'-di-tert-butyl-2,2'-dihydroxy-5,5'-dimethoxybiphenyl C(C)(C)(C)C=1C(=C(C=C(C1)OC)C1=C(C(=CC(=C1)OC)C(C)(C)C)O)O